O1N=NC=C1 oxazazole